tributylmethoxytin C(CCC)[Sn](OC)(CCCC)CCCC